(1,2,3,4-tetrahydro-quinolin-5-yl)-hydrazine hydrochloride Cl.N1CCCC2=C(C=CC=C12)NN